2-(2-fluoro-8-iodonaphthalen-1-yl)ethyl (4-nitrophenyl) carbonate C(OCCC1=C(C=CC2=CC=CC(=C12)I)F)(OC1=CC=C(C=C1)[N+](=O)[O-])=O